ClC1=C(C=CC(=C1)C(F)(F)F)NC(CN1C=2N(C(C(=C1CC)N1C[C@@H](NCC1)C)=O)N=C(N2)C2=CC1=C(COCC1)S2)=O (S)-N-(2-chloro-4-(trifluoromethyl)phenyl)-2-(2-(4,7-dihydro-5H-thieno[2,3-c]pyran-2-yl)-5-ethyl-6-(3-methylpiperazin-1-yl)-7-oxo-[1,2,4]triazolo[1,5-a]pyrimidin-4(7H)-yl)acetamide